OC(C)C1=NN(C(N1C)=O)C=1C(=C(C(=O)N)C=CC1)O[C@H](C)CCC 3-[(1-hydroxyethyl)-4-methyl-5-oxo-4,5-dihydro-1H-1,2,4-triazol-1-yl]-2-[(2R)-pentan-2-yloxy]benzamid